C1(CCCC1)C1=CC(=NN1)NC1=NC(=NC=C1)N1CC(C(C1)(F)F)CNC(OC(C)(C)C)=O tert-Butyl N-[[1-[4-[(5-Cyclopentyl-1H-pyrazol-3-yl)amino]pyrimidin-2-yl]-4,4-difluoro-pyrrolidin-3-yl]methyl]carbamate